3-hydroxypropanesulfonic acid 5-ethyl-2-picoline salt C(C)C=1C=CC(=NC1)C.OCCCS(=O)(=O)O